C(C1=CC=CC=C1)SSCC1=CC=CC=C1 dibenzyl disulphide